N,N-dimethyl-2-[4-(5-methyl-2-piperidyl)phenyl]ethanamine CN(CCC1=CC=C(C=C1)C1NCC(CC1)C)C